7-Chloro-5-(4-fluorophenyl)-2-(4-methoxybenzyl)-1-methyl-1,5-dihydro-4H-imidazo[4,5-c]quinoline-4-on ClC=1C=CC=2C3=C(C(N(C2C1)C1=CC=C(C=C1)F)=O)N=C(N3C)CC3=CC=C(C=C3)OC